2-[6-(2-hydroxyethylamino)-4-[1-[(4-methyl-1,2,4-triazol-3-yl)sulfanyl]ethyl]-2-pyridyl]-4-(trifluoromethyl)isoindolin-1-one OCCNC1=CC(=CC(=N1)N1C(C2=CC=CC(=C2C1)C(F)(F)F)=O)C(C)SC1=NN=CN1C